C(C\C=C/CCCCC)C(C=O)CCCCCCCCCCCCCC (Z)-2-(non-3-en-1-yl)hexadecanal